1-(3-bromo-5-methoxyphenyl)-4-(chloromethyl)pyrazole BrC=1C=C(C=C(C1)OC)N1N=CC(=C1)CCl